FC=1C=C(C(=O)N2CCN(C3=CC=CC=C23)C(=O)NC2CNCC2)C=CC1 4-(3-fluorobenzoyl)-N-(pyrrolidin-3-yl)-3,4-dihydroquinoxaline-1(2H)-carboxamide